Methyl 4-[(1S)-1-[[3-(2-phenoxyethylamino)tetrahydropyran-3-carbonyl]amino]ethyl]benzoate O(C1=CC=CC=C1)CCNC1(COCCC1)C(=O)N[C@@H](C)C1=CC=C(C(=O)OC)C=C1